COC1=C(C=C(C=C1)OC1=NC=CC(=C1)C(F)(F)F)NC(=O)[C@H]1N(C(CC1)=O)C (S)-N-(2-Methoxy-5-((4-(trifluoromethyl)pyridin-2-yl)oxy)phenyl)-1-methyl-5-oxopyrrolidine-2-carboxamide